methyl 4,4-difluorocyclohexanecarboxylate FC1(CCC(CC1)C(=O)OC)F